C1(=CC=CC2=CC=CC=C12)CSC1=NN=C2N1C(=CC(N2)=O)CCC 3-[(naphthalen-1-ylmethyl)sulfanyl]-5-propyl[1,2,4]triazolo[4,3-a]pyrimidin-7(8H)-one